CC(CO)CC(C)C 2,4-dimethyl-pentan-1-ol